N-(2,2-difluorocyclopropyl)-1'-((3-fluoro-4-oxo-4,5-dihydropyrrolo[1,2-a]quinoxalin-7-yl)methyl)-3'-methyl-1',2',3',6'-tetrahydro-[3,4'-bipyridine]-6-carboxamide FC1(C(C1)NC(=O)C1=CC=C(C=N1)C=1C(CN(CC1)CC=1C=C2NC(C=3N(C2=CC1)C=CC3F)=O)C)F